NC=1C=C(C=CC1)C1C(COC2=CC(=CC=C12)O)C1=CC=C(C=C1)O 4-(3-aminophenyl)-3-(4-hydroxyphenyl)chroman-7-ol